C(CCCCCCC)(=O)[O-] n-octanoic acid anion